FC1=C(C=CC(=C1)F)C1=C(C=C2C=NC=NC2=C1I)C(F)(F)F 7-(2,4-difluorophenyl)-8-iodo-6-(trifluoromethyl)quinazoline